4-(9-amino-8,9,10,11-tetrahydro-3H-pyrazolo[4,3-a]phenanthridin-7-yl)phenol NC1CC=2C(=NC3=CC=C4C(=C3C2CC1)C=NN4)C4=CC=C(C=C4)O